(3-Amino-5-chloro-2-pyridyl)-(7-fluoro-1H-indazol-4-yl)methanone NC=1C(=NC=C(C1)Cl)C(=O)C1=C2C=NNC2=C(C=C1)F